FC([C@@H](CCS(=O)(=O)C)C=1C=CC(=NC1)N1N=CC(=C1)C1=C2C(=NC=C1)NC=N2)(F)F 7-(1-(5-((S)-1,1,1-trifluoro-4-(methylsulfonyl)butan-2-yl)pyridin-2-yl)-1H-pyrazol-4-yl)-3H-imidazo[4,5-b]pyridine